3-hydroxy-5-(4-methylpyridin-3-yl)benzonitrile OC=1C=C(C#N)C=C(C1)C=1C=NC=CC1C